7-hydroxy-6-azaspiro[3.4]octane-6-carboxylic acid tert-butyl ester C(C)(C)(C)OC(=O)N1CC2(CCC2)CC1O